C(C)(=O)N1C(C(C2=CC(=CC=C12)[N+](=O)[O-])=C(C1=CC=CC=C1)OCC)=O 1-acetyl-3-(ethoxy(phenyl)methylene)-5-nitroindol-2-one